6-(3-(3-((1-(5-fluoropyridin-3-yl)cyclopropyl)amino)propanoyl)-3,8-diazabicyclo[3.2.1]octan-8-yl)nicotinonitrile FC=1C=C(C=NC1)C1(CC1)NCCC(=O)N1CC2CCC(C1)N2C2=NC=C(C#N)C=C2